FC(N1C(C2=C(C(=C1)B1OC(C(O1)(C)C)(C)C)C=CN2S(=O)(=O)C2=CC=C(C)C=C2)=O)F 6-(difluoromethyl)-4-(4,4,5,5-tetramethyl-1,3,2-dioxaborolan-2-yl)-1-tosyl-1H-pyrrolo[2,3-c]pyridin-7(6H)-one